C(CCCCC)C(C(=O)OCCCCCC(CCCCCOC(CN(C)C(CC(CCCCCCC)CCCCCCC)=O)=O)N(C)CCCCO[Si](C1=CC=CC=C1)(C1=CC=CC=C1)C(C)(C)C)CCCCCCCC 6-((4-((tert-Butyldiphenylsilyl)oxy)butyl)(methyl)amino)-11-((N-(3-heptyldecanoyl)-N-methylglycyl)oxy)undecyl 2-hexyldecanoate